ClC=1C(=C(C(=CC1N1CC(CC1)(OC([2H])([2H])[2H])CN(C)C)F)S(=O)(=O)NC1=NC(=CC=C1)F)F 3-chloro-4-(3-((dimethylamino)methyl)-3-(methoxy-d3)pyrrolidin-1-yl)-2,6-difluoro-N-(6-fluoropyridin-2-yl)benzenesulfonamide